4-(aminomethyl)-N-((6,7-difluoro-9H-carbazol-2-yl)methyl)benzamide hydrochloride Cl.NCC1=CC=C(C(=O)NCC2=CC=3NC4=CC(=C(C=C4C3C=C2)F)F)C=C1